1-(2-fluoro-3-nitrophenyl)-N-methyl-methylamine FC1=C(C=CC=C1[N+](=O)[O-])CNC